NC1=CC(=C(C=N1)N1C=C(C(C2=CC(=C(C=C12)N1CC2=NC=CC=C2C1)OC)=O)C(=O)O)C 1-(6-amino-4-meth-ylpyridin-3-yl)-7-(5,7-dihydro-6H-pyrrolo[3,4-b]pyridin-6-yl)-6-meth-oxy-4-oxo-1,4-dihydroquinoline-3-carboxylic acid